α-iodo-p-nitroacetophenone ICC(=O)C1=CC=C(C=C1)[N+](=O)[O-]